ClC1=C(C(=NN1CC)C1=NOC=C1)CC(=O)N1CC2(CCC1)CCN(CC2)CCC(C)(C)C 2-(5-Chloro-1-ethyl-3-(isoxazol-3-yl)-1H-pyrazol-4-yl)-1-(9-(3,3-dimethylbutyl)-2,9-diazaspiro[5.5]undecan-2-yl)ethan-1-one